CN(CCCN(C)C)C [3-(dimethylamino)propyl]dimethylamine